C(=O)O.CC1(OC2=C(CN(C1)C1CCC3=CC=C(C=C13)C(CC(=O)O)C1=C(C3=C(N(N=N3)C)C(=C1)OC)C)C=CC=C2)C 3-(3-(2,2-dimethyl-2,3-dihydrobenzo[f][1,4]oxazepin-4(5H)-yl)-2,3-dihydro-1H-inden-5-yl)-3-(7-methoxy-1,4-dimethyl-1H-benzo[d][1,2,3]triazol-5-yl)propanoic acid, formic acid salt